4,4-bisethyl-ferrocene C(C)C1(C=C[CH-]C1)CC.[CH-]1C=CC=C1.[Fe+2]